FC1=C(C=CC=C1)C1=CN(C=2N=CN=C(C21)N2[C@H](CN([C@@H](C2)CO)C(C(C)(C)O)=O)C)C=2C=C(C#N)C=CN2 2-(5-(2-fluorophenyl)-4-((2S,5S)-4-(2-hydroxy-2-methylpropanoyl)-5-(hydroxymethyl)-2-methylpiperazin-1-yl)-7H-pyrrolo[2,3-d]pyrimidin-7-yl)isonicotinonitrile